4-(4-fluoro-2-formylphenyl)butyric acid FC1=CC(=C(C=C1)CCCC(=O)O)C=O